C(CCCCCCCCC(=O)OC1CC(N(C(C1)(C)C)OCCCCCCCC)(C)C)(=O)OC1CC(N(C(C1)(C)C)OCCCCCCCC)(C)C Bis(1-Octyloxy-2,2,6,6-Tetramethylpiperidin-4-yl) Sebacat